3-[2-(2,6-dimethyl-4-pyridyl)-3-methyl-1H-indol-6-yl]benzoic acid CC1=NC(=CC(=C1)C=1NC2=CC(=CC=C2C1C)C=1C=C(C(=O)O)C=CC1)C